3-[1-[[tert-butyl(dimethyl)silyl]oxymethyl]-1-methyl-2-methylsulfonyloxy-ethoxy]pyrazole-1-carboxylate [Si](C)(C)(C(C)(C)C)OCC(COS(=O)(=O)C)(OC1=NN(C=C1)C(=O)[O-])C